((6-chloro-1H-benzo[d]imidazol-2-yl)(2-hydroxyphenyl)methyl)isoindolin-1-one ClC=1C=CC2=C(NC(=N2)C(C2=C(C=CC=C2)O)N2C(C3=CC=CC=C3C2)=O)C1